N-cyclopropyl-3-(difluoromethyl)-5-fluoro-N-(2-isopropyl-5-methylbenzyl)-1H-pyrazole-4-carboxamide C1(CC1)N(C(=O)C=1C(=NNC1F)C(F)F)CC1=C(C=CC(=C1)C)C(C)C